tert-butyl 8-[3-pyridazin-4-yl-1-(2-trimethylsilylethoxymethyl)pyrrolo[2,3-b]pyridin-4-yl]-2,8-diazaspiro[3.5]nonane-2-carboxylate N1=NC=C(C=C1)C1=CN(C2=NC=CC(=C21)N2CCCC1(CN(C1)C(=O)OC(C)(C)C)C2)COCC[Si](C)(C)C